C1(CC1)N1N=CC(=C1CO[C@H]1[C@@H]2CN([C@H](C1)C2)C=2SC1=C(N2)C(=CC(=C1)C(=O)O)C1CCOCC1)C1=C(C=CC=C1Cl)Cl 2-[(1S,4S,5R)-5-[[1-cyclopropyl-4-(2,6-dichlorophenyl)-1H-pyrazol-5-yl]methoxy]-2-azabicyclo[2.2.1]heptan-2-yl]-4-(oxan-4-yl)-1,3-benzothiazole-6-carboxylic acid